2-(3-(2-bromophenylacetamido)benzyloxy)benzamide BrC1=C(C=CC=C1)CC(=O)NC=1C=C(COC2=C(C(=O)N)C=CC=C2)C=CC1